BrC=1C(=NC(=NC1C1=C(C=CC=C1C)C)NS(=O)(=O)C=1C=C(C(=O)OC)C=CC1)Cl Methyl 3-[[5-bromo-4-chloro-6-(2,6-dimethylphenyl)pyrimidin-2-yl]sulfamoyl]benzoate